[Si](C1=CC=CC=C1)(C1=CC=CC=C1)(C(C)(C)C)OC[C@]12CCCN2CC(C1)=C (S)-7a-(((tert-Butyldiphenylsilyl)oxy)methyl)-2-methylenehexahydro-1H-pyrrolizine